tert-butyl 7-(5-(4-fluoro-2-(3-fluoro-3-methylbutyl) phenoxy) pyrimidin-4-yl)-2,7-diazaspiro[4.4]nonane-2-carboxylate FC1=CC(=C(OC=2C(=NC=NC2)N2CC3(CCN(C3)C(=O)OC(C)(C)C)CC2)C=C1)CCC(C)(C)F